5-methoxy-3-(2-nitroethyl)-1H-indole COC=1C=C2C(=CNC2=CC1)CC[N+](=O)[O-]